trans-N-(6-bromo-3-isoquinolyl)(dimethylamino)cyclohexanecarboxamide BrC=1C=C2C=C(N=CC2=CC1)NC(=O)C1(CCCCC1)N(C)C